N-isopropyl-propioamide C(C)(C)NC(CC)=O